C12C=CC(CC1)CC2 bicyclo[2.2.2]Oct-2-ene